C(=CC)N1C[C@@H](CCC1)N1N=C(C=2C1=NC=NC2N)C2=CC=C(C1=C2OCO1)NC(=O)C1=C(C2=C(S1)C=CC=C2)Cl (R)-N-(7-(1-(1-propenylpiperidin-3-yl)-4-amino-1H-pyrazolo[3,4-d]pyrimidin-3-yl)benzo[d][1,3]dioxol-4-yl)-3-chlorobenzo[b]thiophene-2-carboxamide